ClC=1C=CC(=C(C1)C1=CC2=C(OCCN2C2=CC(=NC=C2)N)C=N1)F 4-[7-(5-Chloro-2-fluorophenyl)-1H,2H,3H-pyrido[3,4-b][1,4]oxazin-1-yl]-2-aminopyridine